Benzyl (S)-5-((tert-butoxycarbonyl)amino)-6-oxo-7-(2,3,5,6-tetrafluorophenoxy)heptanoate C(C)(C)(C)OC(=O)N[C@@H](CCCC(=O)OCC1=CC=CC=C1)C(COC1=C(C(=CC(=C1F)F)F)F)=O